ClCCC(=C(C1=CC=C(C=C1)O)C1=CC=C(OCCNC(CCCCNC2=C3CN(C(C3=CC=C2)=O)C2C(NC(CC2)=O)=O)=O)C=C1)C1=CC=CC=C1 N-(2-(4-(4-chloro-1-(4-hydroxyphenyl)-2-phenylbut-1-en-1-yl)phenoxy)ethyl)-5-((2-(2,6-dioxopiperidin-3-yl)-1-oxoisoindolin-4-yl)amino)pentanoic acid amide